2,2'-(1,4-phenylene)bis(propan-1-amine) C1(=CC=C(C=C1)C(CN)C)C(CN)C